5-((2-(4-((2-chloro-3-(hydroxymethyl)benzyl)amino)butoxy)ethyl)amino)benzo[c][2,6]naphthyridine ClC1=C(CNCCCCOCCNC2=NC3=C(C4=CN=CC=C24)C=CC=C3)C=CC=C1CO